ClC=1C2=CN(N=C2C(=C(C1)C1=CC=C(C=C1)[C@H]1[C@@H](CN(CC1)CC)F)Cl)C(C(=O)OCC)C1=C2N(C=N1)C[C@@H](C2)F ethyl 2-[4,7-dichloro-6-[4-[(3S,4S)-1-ethyl-3-fluoro-4-piperidyl]phenyl]indazol-2-yl]-2-[(6R)-6-fluoro-6,7-dihydro-5H-pyrrolo[1,2-c]imidazol-1-yl]acetate